1-[1-[1-(Diphenylmethyl)-2,2-dimethylazetidin-3-yl]piperidin-4-yl]-5-methylpyrazol C1(=CC=CC=C1)C(N1C(C(C1)N1CCC(CC1)N1N=CC=C1C)(C)C)C1=CC=CC=C1